COCCOCC1=NC(=CC=C1C(=O)C1C(CCCC1=O)=O)C(F)(F)F 2-({2-[(2-methoxyethoxy)methyl]-6-(trifluoromethyl)pyridin-3-yl}carbonyl)cyclohexane-1,3-dione